N1=C(C=CC2=CC=CC=C12)C1=C(C=CC=C1)S(=O)(=O)N 2-(quinolin-2-yl)benzenesulfonamide